succinimidyl [18F]fluorobenzoate [18F]C1=C(C(=O)ON2C(CCC2=O)=O)C=CC=C1